C1=CC=CC=2C3=CC=CC=C3N(C12)C1=C(C=CC=C1)N1C2=CC=CC=C2C=2C=CC=CC12 4,3-bis(N-carbazolyl)benzene